1-(6-phenyl-5,6-dihydro-4H-pyrrolo[1,2-b]pyrazol-2-yl)propan-1-one C1(=CC=CC=C1)C1CCC=2N1N=C(C2)C(CC)=O